NC1=C2N=CN(C2=NC(=N1)Cl)[C@H]1[C@@H]([C@@H]([C@H](O1)COC(C(=O)O)(C(=O)O)CC1=CC=CC=C1)N=[N+]=[N-])O 2-(((2s,3s,4r,5r)-5-(6-amino-2-chloro-9H-purin-9-yl)-3-azido-4-hydroxytetrahydrofuran-2-yl)methoxy)-2-benzylmalonic acid